NC1=CC(=C2CC(CC2=C1)(F)CO)F (6-amino-2,4-difluoro-indan-2-yl)methanol